2-(2-allyl-1-(tert-butoxycarbonyl)hydrazineyl)-4-nitrobenzoic acid C(C=C)NN(C(=O)OC(C)(C)C)C1=C(C(=O)O)C=CC(=C1)[N+](=O)[O-]